C1(CCCCC1)C1=NNC=C1C(=O)N1CC(C(CC1)(O)CN1C=NC(=CC1=O)C1=C(C=CC=C1)F)(C)C 3-((1-(3-cyclohexyl-1H-pyrazole-4-carbonyl)-4-hydroxy-3,3-dimethylpiperidine-4-yl)methyl)-6-(2-fluorophenyl)pyrimidin-4(3H)-one